3-(3-phenylpropyl)thiophene C1(=CC=CC=C1)CCCC1=CSC=C1